C(N)([O-])=O.C(N)([O-])=O.[Fe+2] iron dicarbamate